1,2-diPalmitoyl-sn-glycero-3-phosphocholine C(CCCCCCCCCCCCCCC)(=O)OC[C@@H](OC(CCCCCCCCCCCCCCC)=O)COP(=O)([O-])OCC[N+](C)(C)C